(S)-5-((3,3-difluoroazetidin-1-yl)methyl)-2-(1-(5-fluoro-4-methoxypyridin-2-yl)ethyl)-7-((2-(methylamino)-1H-imidazol-1-yl)methyl)-3,4-dihydroisoquinolin-1(2H)-one FC1(CN(C1)CC1=C2CCN(C(C2=CC(=C1)CN1C(=NC=C1)NC)=O)[C@@H](C)C1=NC=C(C(=C1)OC)F)F